COC(/C=C/C1=CC=CC=2C(COC21)(C(=O)O)C)=O 7-[(E)-3-methoxy-3-oxo-prop-1-enyl]-3-methyl-2H-benzofuran-3-carboxylic acid